C(CCC)C1(N(C(C=2C=CCCC12)=O)CC)O 3-butyl-2-ethyl-3-hydroxy-2,3,4,5-tetrahydro-1H-isoindol-1-one